ClC1=C(C(=O)N[C@H](C(=O)O)CNC(CNC(C2=CC(=CC=C2)NC=2NCC(CN2)(F)F)=O)=O)C(=CC(=C1)C1=CC=C2C=NNC2=C1)Cl (S)-2-(2,6-dichloro-4-(1H-indazol-6-yl)benzamido)-3-(2-(3-(5,5-difluoro-1,4,5,6-tetrahydropyrimidin-2-ylamino)benzamido)acetamido)propanoic acid